N-(p-hydroxyphenyl)-1-(4-(hydroxycarbamoyl)benzyl)-1H-indole-3-carboxamide OC1=CC=C(C=C1)NC(=O)C1=CN(C2=CC=CC=C12)CC1=CC=C(C=C1)C(NO)=O